3-(3-((8-chloro-[1,2,4]triazolo[4,3-a]pyridin-3-yl)thio)propoxy)-2-(4-chlorophenyl)-4H-chromen-4-one ClC=1C=2N(C=CC1)C(=NN2)SCCCOC2=C(OC1=CC=CC=C1C2=O)C2=CC=C(C=C2)Cl